FC(C(=O)O)(F)F.C(C1=CC=CC=C1)NC(=O)C=1C=C(C=NC1)C1=CC(=NC=C1)C=1NC(=C(N1)C)C N-Benzyl-2'-(4,5-dimethyl-1H-imidazol-2-yl)-3,4'-bipyridine-5-carboxamide trifluoroacetate salt